N-[2,4-difluoro-3-[5-fluoro-1-(1-[[2-(trimethylsilyl)ethoxy]methyl]imidazol-2-yl)imidazo[1,5-a]pyridin-6-yl]phenyl]-5-fluoro-2-methylpyridine-3-sulfonamide FC1=C(C=CC(=C1C=1C=CC=2N(C1F)C=NC2C=2N(C=CN2)COCC[Si](C)(C)C)F)NS(=O)(=O)C=2C(=NC=C(C2)F)C